BrC1=CC2=C(CCC=3C(=NN(C23)C2=NC=NC=C2)C(=O)O)C=C1OC 8-bromo-7-methoxy-1-(pyrimidin-4-yl)-4,5-dihydro-1H-benzo[g]indazole-3-carboxylic acid